N,N,N'-Trimethyl-N'-[2-[4-[4-[(E)-2-(4-pyridyl)vinyl]pyrimidin-2-yl]pyrimidin-2-yl]isoindolin-5-yl]ethane-1,2-diamine CN(CCN(C=1C=C2CN(CC2=CC1)C1=NC=CC(=N1)C1=NC=CC(=N1)\C=C\C1=CC=NC=C1)C)C